C(C)(C)(C)OC([C@H](CC1=CC=C(C=C1)N1C(CN(CC1)CCCOC)=O)N)=O (S)-2-amino-3-(4-(4-(3-methoxypropyl)-2-oxopiperazin-1-yl)phenyl)propanoic acid tert-butyl ester